C(C=C)(=O)O.CC(=O)C.CC(=O)C diacetone acrylate